CNC(=O)C1=NNC2=CC(=CC=C12)C=1C=C(SC1)C(=O)O 4-(3-(methylcarbamoyl)-1H-indazol-6-yl)thiophene-2-carboxylic acid